C(C)OC(CC(=C(C=CC1=CC(=C(C=C1)OC)F)O)C(\C=C\C1=CC(=C(C=C1)OC)F)=O)=O 6-(3-fluoro-4-methoxyphenyl)-3-((E)-3-(3-fluoro-4-methoxyphenyl)acryloyl)-4-hydroxyhexa-3,5-dienoic acid ethyl ester